2-butyl-3-[4-[2-(1H-tetrazol-5-yl)phenyl]benzyl]-1,3-diazaspiro-[4.4]non-1-en-4-one C(CCC)C1=NC2(C(N1CC1=CC=C(C=C1)C1=C(C=CC=C1)C1=NN=NN1)=O)CCCC2